CN1C(N(C(C(=C1)C(=O)O)=O)C1=CC=C(C=C1)C)=O 1-methyl-3-(4-methylphenyl)-2,4-dioxo-1,2,3,4-tetrahydropyrimidine-5-carboxylic acid